FC1=CC=C(C=C1)NC(=O)C=1C2=C(SC1NC(C(I)(F)F)=O)CCCCC2 2-(2,2-Difluoro-2-iodo-acetylamino)-5,6,7,8-tetrahydro-4H-cyclohepta[b]thiophene-3-carboxylic acid (4-fluoro-phenyl)-amide